Cl.NC1CC(C1)O 3-aminocyclobutan-1-ol hydrochloride